C12(CC3CC(CC(C1)C3)C2)C=2C=C(C=CC2OC)C2=CC=C(C=C2)/C=C/C(=O)OCC2=CC=CC=C2 Benzyl (2E)-3-{4-[3-(adamantan-1-yl)-4-methoxyphenyl]phenyl}prop-2-enoate